FC1C[C@H]2[C@@H]3CC(C([C@@]3(C)CC([C@@]2([C@]2(C=CC(C=C12)=O)C)F)O)OC(=O)C=1OC=CC1)C 6,9-difluoro-17-[(2-furanylcarbonyl)oxy]-11-hydroxy-16-methyl-3-oxo-androsta-1,4-dien